spiro[cyclopentane-1,4'-[2,7]naphthyridin]-3'(2'H)-one C1NC(C2(C3=CC=NC=C13)CCCC2)=O